3-oxo-2-((2-phenyl-1,3-thiazol-4-yl)methyl)pyrrolidine-1-carboxylic acid tert-butyl ester C(C)(C)(C)OC(=O)N1C(C(CC1)=O)CC=1N=C(SC1)C1=CC=CC=C1